C(C)OC(=O)C(C(=O)O)CC(C(=O)O)C(=O)OCC 2,4-bis(ethoxycarbonyl)pentanedioic acid